CC1(C2=CC=CC=C2C=2C=CC(=CC12)B(O)O)C 9,9-dimethyl-9H-fluoren-2-ylboronic acid